FC1CC(C1)C(=O)O[C@H]1[C@H](NC[C@@H]1O)CC1=CC=C(C=C1)OC (2R,3S,4S)-4-hydroxy-2-[(4-methoxyphenyl)methyl]pyrrolidin-3-yl 3-fluorocyclobutane-1-carboxylate